CN1CCC(CC1)CCNC(=O)C1=NC(=NC=C1)C1=CC2=C(C=CC=C2C=C1)NC(C=C)=O N-[2-(1-methylpiperidin-4-yl)ethyl]-2-[8-(prop-2-enamido)naphthalen-2-yl]pyrimidine-4-carboxamide